NC[C@@H]1C[C@H](C1)N1N=C(C(=C1)C1=CC2=C(C=N1)C=NN2C2CCC(CC2)O)C2CC2 4-(6-(1-(trans-3-(aminomethyl)cyclobutyl)-3-cyclopropyl-1H-pyrazol-4-yl)-1H-pyrazolo[4,3-c]pyridin-1-yl)cyclohexan-1-ol